3,5-dimethyl-N-[(1s,4s)-4-{[2-(trifluoromethyl)quinolin-4-yl]amino}cyclohexyl]benzamide CC=1C=C(C(=O)NC2CCC(CC2)NC2=CC(=NC3=CC=CC=C23)C(F)(F)F)C=C(C1)C